ClC1=CC=C(C=C1)C=1SC2=C(N1)C(=CC(=C2)C=2C1=CC=CC=C1C=1C=CC=CC1C2)C2=CC=C(C=C2)C=2C=NC=CC2 2-(4-chlorophenyl)-6-(phenanthren-9-yl)-4-(4-pyridin-3-yl-phenyl)-benzothiazole